OCCN1C[C@@H](CCC1)NC=1N=NC=C2C1C=NC=C2 4-{[(3R)-1-(2-hydroxyethyl)piperidin-3-yl]amino}pyrido[3,4-d]pyridazin